N-cyclopropyl-3-[1-(7-methoxy-imidazo[1,2-a]pyridin-3-yl)-1H-pyrazol-4-yl]-4-methyl-benzamide C1(CC1)NC(C1=CC(=C(C=C1)C)C=1C=NN(C1)C1=CN=C2N1C=CC(=C2)OC)=O